NCC(CN1N=CN(C1=O)C1=CC=CC(=N1)C=1C=C2CCC(NC2=C(C1)C)=O)=C(F)F 6-[6-[1-[2-(aminomethyl)-3,3-difluoro-allyl]-5-oxo-1,2,4-triazol-4-yl]-2-pyridyl]-8-methyl-3,4-dihydro-1H-quinolin-2-one